4-[2-chloro-4-[2-(cyclobutoxy)-6-methyl-pyrimidin-4-yl]-6-fluoro-phenoxy]butanoic acid ClC1=C(OCCCC(=O)O)C(=CC(=C1)C1=NC(=NC(=C1)C)OC1CCC1)F